tert-Butyl 4-[(5-nitrofuran-2-yl)methyl]piperazine-1-carboxylate [N+](=O)([O-])C1=CC=C(O1)CN1CCN(CC1)C(=O)OC(C)(C)C